butyldiphenyl-amine C(CCC)N(C1=CC=CC=C1)C1=CC=CC=C1